3-(5-(trifluoromethyl)pyridin-2-yloxy)aniline FC(C=1C=CC(=NC1)OC=1C=C(N)C=CC1)(F)F